2-difluoromethoxy-5-bromopyridine FC(OC1=NC=C(C=C1)Br)F